C(C)(=O)OC(C)CCl 3-chloropropan-2-yl acetate